C1(CC1)N1N=CC2=CC(=CC=C12)C=1C=CC2=C(C=3CN(C(C3C=C2)=O)CC(C(=O)N)=C)C1 2-{[8-(1-cyclopropyl-1H-indazol-5-yl)-3-oxo-1H,2H,3H-benzo[e]isoindol-2-yl]methyl}prop-2-enamide